tert-butyl-4-(2-(4-(morpholinomethyl)phenylamino)thieno[3,2-d]pyrimidin-7-yl)-1H-pyrazole-1-carboxylate C(C)(C)(C)OC(=O)N1N=CC(=C1)C1=CSC2=C1N=C(N=C2)NC2=CC=C(C=C2)CN2CCOCC2